C(C)(C)(C)OC(CO[C@@H]1[C@H]([C@H]2OC(OC[C@H]2O[C@H]1C(=O)O)(C)C)N1N=NC(=C1)C1=C(C(=C(C=C1)C)F)F)=O (4aR,6R,7R,8R,8aR)-7-(2-(tert-butoxy)-2-oxoethoxy)-8-(4-(2,3-difluoro-4-methylphenyl)-1H-1,2,3-triazol-1-yl)-2,2-dimethylhexahydropyrano[3,2-d][1,3]dioxine-6-carboxylic acid